N=1ON=C2C1C=CC(=C2)COC2=C(C=O)C=C(C(=N2)OC2=C(C(=CC=C2)I)F)C(F)(F)F 2-(benzo[c][1,2,5]oxadiazol-5-ylmethoxy)-6-((2-fluoro-3-iodophenyl)oxy)-5-(trifluoromethyl)nicotinaldehyde